7-((7-((7-(benzyloxy)-2,2-diphenylbenzo[d][1,3]dioxol-5-carbonyl)oxy)-2,2-Diphenylbenzo[d][1,3]dioxol-5-carbonyl)oxy)-2,2-diphenylbenzo[d][1,3]dioxol-5-carboxylic acid C(C1=CC=CC=C1)OC1=CC(=CC2=C1OC(O2)(C2=CC=CC=C2)C2=CC=CC=C2)C(=O)OC2=CC(=CC1=C2OC(O1)(C1=CC=CC=C1)C1=CC=CC=C1)C(=O)OC1=CC(=CC2=C1OC(O2)(C2=CC=CC=C2)C2=CC=CC=C2)C(=O)O